CC1=CC=C(C=C1)S(=O)(=O)OCCOCCOC1=CC2=C(N=C(S2)C2=C(C=C(C=C2)C=2C=NC(=CC2)N(C)C)C(F)(F)F)C=C1 2-[2-[[2-[4-[6-(dimethylamino)pyridin-3-yl]-2-(trifluoromethyl)phenyl]-1,3-benzothiazol-6-yl]oxy]ethoxy]ethyl 4-methylbenzenesulfonate